tert-Butyl 3-(4-((3-chloro-2-fluorophenyl)amino)pyrido[3,2-d]pyrimidin-6-yl)imidazolidine-1-carboxylate ClC=1C(=C(C=CC1)NC=1C2=C(N=CN1)C=CC(=N2)N2CN(CC2)C(=O)OC(C)(C)C)F